2-chloro-5-methyloxazole-4-carboxylic acid ClC=1OC(=C(N1)C(=O)O)C